C(CC)C(C(=O)O)(CCCCCCCC)C(C)C 2-propyl-2-isopropyldecanoic acid